C1(CC1)C=1C(=C2C=NNC2=CC1)CNC(C1=CC(=C(C=C1)C(F)(F)F)F)=O N-((5-cyclopropyl-1H-indazol-4-yl)methyl)-3-fluoro-4-(trifluoro-methyl)benzamide